[1,8]naphthyridine-8-carbohydrazide N1=CC=CC=2C=CCN(C12)C(=O)NN